(Z)-2-((4-([1,1'-biphenyl]-2-yl)-6-(4-methylpiperazine-1-carbonyl)-quinolin-2-yl)-methylene)-1-acetylindolin-3-one C1(=C(C=CC=C1)C1=CC(=NC2=CC=C(C=C12)C(=O)N1CCN(CC1)C)\C=C\1/N(C2=CC=CC=C2C1=O)C(C)=O)C1=CC=CC=C1